(1R,3R)-1-(benzo[d][1,3]dioxol-5-yl)-N-methyl-2,3,4,9-tetrahydro-1H-pyrido[3,4-b]indole-3-carboxamide O1COC2=C1C=CC(=C2)[C@H]2N[C@H](CC1=C2NC2=CC=CC=C12)C(=O)NC